O=C1NC(CCC1C1=C(C=C(C=C1F)N1CC2(C1)CCN(CC2)C(=O)OC(C)(C)C)F)=O tert-butyl 2-(4-(2,6-dioxopiperidine-3-yl)-3,5-difluorophenyl)-2,7-diazaspiro[3.5]nonane-7-carboxylate